(4S)-7-(3,5-dimethylisoxazol-4-yl)-9-(2-hydroxypyridin-3-yl)-4-pyridin-2-yl-4,5-dihydroimidazo[1,5,4-de][1,4]benzoxazin-2(1H)-one CC1=NOC(=C1C1=CC(=C2C=3N([C@H](COC31)C3=NC=CC=C3)C(N2)=O)C=2C(=NC=CC2)O)C